(2S)-2-[[5-(5-methyloxazol-2-yl)-2-(4-methylsulfonylanilino)-pyrimidin-4-yl]amino]-2-phenyl-ethanol CC1=CN=C(O1)C=1C(=NC(=NC1)NC1=CC=C(C=C1)S(=O)(=O)C)N[C@H](CO)C1=CC=CC=C1